CC(C(=O)OCC(C)(NC1=NC2=C(N1)C=CC=C2CNC(NCCC(F)(F)F)=O)C2=CC(=CC=C2)C(F)(F)F)(C)C (+)-2-[3-(trifluoromethyl)phenyl]-2-{[4-({[(3,3,3-trifluoropropyl)carbamoyl]amino}methyl)-1H-1,3-benzodiazol-2-yl]amino}propyl 2,2-dimethylpropanoate